1-[2-(1H-imidazol-1-yl)propionyl]pyrrolidine-2-carboxamide N1(C=NC=C1)C(C(=O)N1C(CCC1)C(=O)N)C